NC=1C=CC(=C(C1)NC(OC(C)(C)C)=O)N1[C@H](CN(CC1)C1COC1)C tert-butyl N-[5-amino-2-[(2S)-2-methyl-4-(oxetan-3-yl)piperazin-1-yl]phenyl]carbamate